5-cyclobutoxy-4-((N,N-dimethylsulfamoyl)carbamoyl)-2-fluorobenzoic acid C1(CCC1)OC=1C(=CC(=C(C(=O)O)C1)F)C(NS(N(C)C)(=O)=O)=O